FC(C1=NN(C(=C1)NC(C1=CN=C(C=C1)C(F)(F)F)=O)C)F N-(3-(difluoromethyl)-1-methyl-1H-pyrazol-5-yl)-6-(trifluoromethyl)nicotinamide